1-benzyl-2-phenethyl-1H-benzo[d]imidazole-6-carbonitrile C(C1=CC=CC=C1)N1C(=NC2=C1C=C(C=C2)C#N)CCC2=CC=CC=C2